ClC1=C(C=C2C=C(N=CC2=C1)NC(=O)[C@H]1[C@H]([C@@H]1C1=NN(C=C1)C)CC)N1CCN(CC1)[C@]1(COC[C@H]1F)C (1S,2S,3S)-N-[7-chloro-6-[4-((3S,4S)-4-fluoro-3-methyl-tetrahydrofuran-3-yl)piperazin-1-yl]-3-isoquinolinyl]-2-ethyl-3-(1-methylpyrazol-3-yl)cyclopropanecarboxamide